tert-butyl (E)-(5-(2-ethoxy-1-(hydroxyimino)ethyl)pyridin-3-yl)carbamate C(C)OC/C(=N/O)/C=1C=C(C=NC1)NC(OC(C)(C)C)=O